C(C)(C)(C)OC(=O)N1CCC2(CC1)CC=1C(=NC=CC1O2)Cl 4-Chloro-3H-spiro[furo[3,2-c]pyridine-2,4'-piperidine]-1'-carboxylic acid tert-butyl ester